C[C@H]1N(CCN(C1=O)C)CCOC1=CC=C(C=C1)C1=NC2=CC=C(C=C2C=C1)C=1C2=C(C(NC1)=O)N(C=C2)S(=O)(=O)C2=CC=C(C)C=C2 (R)-4-{2-[4-(2-(2,4-dimethyl-3-oxopiperazin-1-yl)ethoxy)phenyl]quinolin-6-yl}-1-tosyl-1H-pyrrolo[2,3-c]pyridin-7(6H)-one